C(C)(C)(C)C=1C(=C(C=C(C1)CCC(=O)OC)N1N=C2C(=N1)C=CC=C2)O [3'-tert-butyl-5'-(2-methoxycarbonylethyl)-2'-hydroxyphenyl]-2H-benzotriazole